bromo-(1-methoxycarbonyl-cyclopropyl)zinc Br[Zn]C1(CC1)C(=O)OC